C1(CCCCC1)N1CCN(C2=CC=CC=C12)C1CN(CC1)C 4-cyclohexyl-N-(1-methylpyrrolidin-3-yl)-3,4-dihydroquinoxaline